bismuth-erbium-ytterbium [Yb].[Er].[Bi]